O1C(CCCC1)OCCCCCCCCCCCCCCCCCCCC\C=C/CCCCCCCO (8Z)-29-(Tetrahydro-2H-pyran-2-yloxy)nonacos-8-en-1-ol